BrCC1=CC=C(C=C1)C=1C=C(C=2C=NN(C2C1)C1CCCC1)C(=O)NCC=1C(NC(=CC1C)C)=O 6-(4-(bromomethyl)phenyl)-1-cyclopentyl-N-((4,6-dimethyl-2-oxo-1,2-dihydropyridin-3-yl)methyl)-1H-indazole-4-carboxamide